(S)-2-((1-(2,7-dicyano-3-(4,4-difluoropiperidin-1-yl)quinoxalin-5-yl)ethyl)amino)benzoic acid C(#N)C1=NC2=CC(=CC(=C2N=C1N1CCC(CC1)(F)F)[C@H](C)NC1=C(C(=O)O)C=CC=C1)C#N